C(CCCCCCCCCCC)OS(=O)(=O)C1=CC=CC=C1.C(C)(C)O isopropyl alcohol dodecylbenzenesulfonate salt